C(C1=CC=CC=C1)OC=1C=NC(=NC1)N1CCC(CC1)(CO)NC(OC(C)(C)C)=O tert-Butyl (1-(5-(benzyloxy)pyrimidin-2-yl)-4-(hydroxymethyl)piperidin-4-yl)carbamate